NC1=C(C=CC(=C1F)NCC1=CC=C(C=C1)O)NC(CCCC[C@H](CF)F)=O (6R)-N-(2-Amino-3-fluoro-4-((4-hydroxybenzyl)amino)phenyl)-6,7-difluoroheptanamid